FC(C(=O)O)(F)F.CC(C[C@H](N)B1O[C@]2([C@@H](O1)C[C@H]1C([C@H]2C1)(C)C)C)C (R)-3-methyl-1-((3aR,4R,6S,7aS)-3a,5,5-trimethylhexahydro-4,6-methanobenzo[d][1,3,2]dioxaborol-2-yl)butan-1-amine 2,2,2-trifluoroacetate